(2R)-2-(6-{5-chloro-2-[(6-methoxypyridin-3-yl)amino]pyrimidin-4-yl}-1-oxo-2,3-dihydro-1H-isoindol-2-yl)-N-[(1S)-1-(3-fluoro-5-methoxyphenyl)-2-hydroxyethyl]propanamide ClC=1C(=NC(=NC1)NC=1C=NC(=CC1)OC)C1=CC=C2CN(C(C2=C1)=O)[C@@H](C(=O)N[C@H](CO)C1=CC(=CC(=C1)OC)F)C